tert-butyl 4-(6-oxo-1H-pyridine-3-carbonyl)-4,7-diazaspiro[2.5]octane-7-carboxylate O=C1C=CC(=CN1)C(=O)N1C2(CC2)CN(CC1)C(=O)OC(C)(C)C